(E)-3-(4-(2-hydroxyethoxy)-3,5-dimethylphenyl)-1-(4-(methylthio)phenyl)prop-2-en-1-one tert-butyl-4-(2-(3,4-dimethoxyphenyl)-1-methyl-1H-benzo[d]imidazol-5-yl)piperidine-1-carboxylate C(C)(C)(C)OC(=O)N1CCC(CC1)C1=CC2=C(N(C(=N2)C2=CC(=C(C=C2)OC)OC)C)C=C1.OCCOC1=C(C=C(C=C1C)/C=C/C(=O)C1=CC=C(C=C1)SC)C